2-(((2R,3S,4R,5R)-5-(6-amino-2-chloro-9H-purin-9-yl)-3,4-dihydroxy-3-vinyltetrahydrofuran-2-yl)methoxy)-2-phenylmethylmalonic acid NC1=C2N=CN(C2=NC(=N1)Cl)[C@H]1[C@@H]([C@]([C@H](O1)COC(C(=O)O)(C(=O)O)CC1=CC=CC=C1)(C=C)O)O